BrC=1C(=C2C(=NC1)NCC21CCC(CC1)C(=O)OC)Cl Methyl (1r,4r)-5'-bromo-4'-chloro-1',2'-dihydrospiro[cyclohexane-1,3'-pyrrolo[2,3-b]pyridine]-4-carboxylate